FC(C=1C=NC(=NC1)N1CCN(CC1)C(=O)[C@H]1N(CC1)C(=O)OC(C)(C)C)(F)F tert-butyl (2S)-2-[4-[5-(trifluoromethyl)pyrimidin-2-yl]piperazine-1-carbonyl]azetidine-1-carboxylate